methyl 5-[1-[[3-chloro-5-(trifluoromethyl)benzoyl]amino]ethyl]-1-pyrimidin-2-yl-1,2,4-triazole-3-carboxylate ClC=1C=C(C(=O)NC(C)C2=NC(=NN2C2=NC=CC=N2)C(=O)OC)C=C(C1)C(F)(F)F